Tert-butyl (3S)-5-hydroxy-3-pyrimidin-5-yl-isoxazolidine-2-carboxylate OC1C[C@H](N(O1)C(=O)OC(C)(C)C)C=1C=NC=NC1